Methyl 4-amino-7-(difluoromethoxy)-1-(4-(1-(R)-hydroxyethoxy)phenyl)-2-oxo-1,2-dihydro-1,8-naphthyridine-3-carboxylate NC1=C(C(N(C2=NC(=CC=C12)OC(F)F)C1=CC=C(C=C1)O[C@H](C)O)=O)C(=O)OC